trans-N,N-dibenzyl-4-(1H-triazol-4-yl)cyclohexylamine C(C1=CC=CC=C1)N(CC1=CC=CC=C1)[C@@H]1CC[C@H](CC1)C=1N=NNC1